tert-Butyl (1-(6-chloro-5-(2-(4-methoxybenzylamino)-3-methylisonicotinoyl)-pyrazin-2-yl)-4-methylpiperidin-4-yl)methylcarbamate ClC1=C(N=CC(=N1)N1CCC(CC1)(C)CNC(OC(C)(C)C)=O)C(C1=C(C(=NC=C1)NCC1=CC=C(C=C1)OC)C)=O